N-(7-(5-ethyl-1,2,4-oxadiazol-3-yl)chroman-4-yl)-1-methyl-1H-pyrazole-4-carboxamide C(C)C1=NC(=NO1)C1=CC=C2C(CCOC2=C1)NC(=O)C=1C=NN(C1)C